C(CCCCCCC)C(C(O)=O)(CCCCCCCC)CCCCCCCC 2,2-dioctyl-capric acid